4-Phenyl-4-(((2-(trifluoromethyl)imidazo[1,2-c]pyrimidin-5-yl)amino)methyl)piperidine-1-carboxamide C1(=CC=CC=C1)C1(CCN(CC1)C(=O)N)CNC1=NC=CC=2N1C=C(N2)C(F)(F)F